O=C1N(C2=CC=CN=C2CC1NC(OC(C)(C)C)=O)C1=CC=C(C=C1)C(F)(F)F tert-butyl (2-oxo-1-(4-(trifluoromethyl)phenyl)-1,2,3,4-tetrahydro-1,5-naphthyridin-3-yl)carbamate